1-(3-(tert-butyl)-1-phenyl-1H-pyrazol-5-yl)-3-(4-((2-cyanothiazol-5-yl)oxy)-2-fluorophenyl)urea C(C)(C)(C)C1=NN(C(=C1)NC(=O)NC1=C(C=C(C=C1)OC1=CN=C(S1)C#N)F)C1=CC=CC=C1